C1(=CC=CC=C1)\C(=C(\CN(CC1=CC=CC=C1)CC1=CC=CC=C1)/C1=CC=CC=C1)\B1OC(C)(C)C(C)(C)O1 (E)-1,2-diphenyl-3-(N,N-dibenzylamino)-1-propenylboronic acid pinacol ester